6-chloro-1-(4-fluoro-2-methylphenyl)-3-(6-methoxy-2-methylpyridin-3-yl)-4-oxo-1,2,3,4-tetrahydroquinazoline-7-carbonitrile ClC=1C=C2C(N(CN(C2=CC1C#N)C1=C(C=C(C=C1)F)C)C=1C(=NC(=CC1)OC)C)=O